CN1N=CC(=C1)C=1SC=C(N1)C(=O)NC1=CC(=CC=C1)C(F)(F)F 2-(1-methyl-1H-pyrazol-4-yl)-N-(3-(trifluoromethyl)phenyl)thiazole-4-carboxamide